7,7,9-trimethyl-4,13-dioxo-5,12-diazahexadecane CC(CNC(CCC)=O)(CC(CCNC(CCC)=O)C)C